1,4,8-trimethylcarbazole CC1=CC=C(C=2C3=CC=CC(=C3NC12)C)C